2,2'-bipyridyl-4-carboxylate N1=C(C=C(C=C1)C(=O)[O-])C1=NC=CC=C1